COCCNC(=N)N N-(2-methoxyethyl)guanidine